tert-butyl 6-[8-(1,3-benzothiazol-2-ylcarbamoyl)-3,4-dihydro-1H-isoquinolin-2-yl]-3-[4-[(3R)-3-[1-(2-ethoxy-2-oxo-ethyl)-4-piperidyl]butoxy]-2-methyl-phenyl]pyridine-2-carboxylate S1C(=NC2=C1C=CC=C2)NC(=O)C=2C=CC=C1CCN(CC21)C2=CC=C(C(=N2)C(=O)OC(C)(C)C)C2=C(C=C(C=C2)OCC[C@@H](C)C2CCN(CC2)CC(=O)OCC)C